4-(benzofuran-3-yl)furan-2-carbaldehyde O1C=C(C2=C1C=CC=C2)C=2C=C(OC2)C=O